C(C)(C)(C)C=1C(C(=CC(C1)=CC1=C(C=CC=C1)C)C(C)(C)C)=O 2,6-di-tert-butyl-4-(2-methylbenzylidene)cyclohex-2,5-dien-1-one